S1C(=NC2=C1C=CC=C2)/C=C/C=C/C2=CC=C(N(C)C)C=C2 4-((1E,3E)-4-(benz[d]thiazole-2-yl)buta-1,3-dienyl)-N,N-dimethylaniline